(1S,3R)-3-((3-fluoro-6-(1-methyl-1H-pyrazol-4-yl)pyrazolo[1,5-a]pyrazin-4-yl)oxy)cyclopentan-1-amine hydrochloride Cl.FC=1C=NN2C1C(=NC(=C2)C=2C=NN(C2)C)O[C@H]2C[C@H](CC2)N